2-hydroxybenzoic acid sodium salt [Na+].OC1=C(C(=O)[O-])C=CC=C1